The molecule is a methanesulfonate ester that is butane-1,4-diol in which the hydrogens of the hydroxy groups are replaced by methanesulfonyl groups. An alkylating antineoplastic agent, it is used for the treatment of chronic myeloid leukemia (although it has been largely replaced by newer drugs). It is also used as an insect sterilant. It has a role as an insect sterilant, an antineoplastic agent, a teratogenic agent, a carcinogenic agent and an alkylating agent. It derives from a butane-1,4-diol. CS(=O)(=O)OCCCCOS(=O)(=O)C